FC1(CC(CC1)NC1=NC(=NC(=N1)NC1CC(CC1)(F)F)C1=NC(=CN=C1)C(F)F)F N2,N4-bis(3,3-difluorocyclopentyl)-6-(6-(difluoromethyl)pyrazin-2-yl)-1,3,5-triazine-2,4-diamine